(S)-2-amino-3-phenylpropane-1-sulfonic acid N[C@H](CS(=O)(=O)O)CC1=CC=CC=C1